ethyl 2-(4-(6'-acetamidospiro[cyclopropane-1,3'-pyrrolo[3,2-c]pyridin]-1'(2'H)-yl)-6-methylpyrimidin-2-yl)-2,2-difluoroacetate C(C)(=O)NC1=CC2=C(C=N1)C1(CN2C2=NC(=NC(=C2)C)C(C(=O)OCC)(F)F)CC1